COC1=CC=C(CN(C=2N=C(C=C3C=C(N=CC23)NC(=O)[C@H]2[C@H](C2)C(=O)NCC)C=2C=NC=CC2C)CC2=CC=C(C=C2)OC)C=C1 |r| (±)-cis-N1-(8-(bis(4-methoxybenzyl)amino)-6-(4-methylpyridin-3-yl)-2,7-Naphthyridin-3-yl)-N2-ethylcyclopropane-1,2-dicarboxamide